[Si]=O.[Ga].[In] indium gallium silicon Oxide